2-(6-(4-((2-(2,6-dioxopiperidin-3-yl)-6-fluoro-1-oxoisoindolin-5-yl)methyl)piperazin-1-yl)-1-oxoisoindolin-2-yl)-2-(5-fluoro-2-hydroxyphenyl)-N-(thiazol-2-yl)acetamide O=C1NC(CCC1N1C(C2=CC(=C(C=C2C1)CN1CCN(CC1)C1=CC=C2CN(C(C2=C1)=O)C(C(=O)NC=1SC=CN1)C1=C(C=CC(=C1)F)O)F)=O)=O